(+/-)-4-(3-(2-fluoro-4-(methylsulfonyl)phenyl)-1,4-oxazepan-4-yl)-6-methyl-pyrimidin-2-amine FC1=C(C=CC(=C1)S(=O)(=O)C)[C@@H]1COCCCN1C1=NC(=NC(=C1)C)N |r|